Ethyl 1-ethyl-4-((3-chloro-4-fluorophenyl) amino)-6-methyl-1H-indole-2-carboxylate C(C)N1C(=CC2=C(C=C(C=C12)C)NC1=CC(=C(C=C1)F)Cl)C(=O)OCC